O-bromophenol BrOC1=CC=CC=C1